1-(benzyl)-1H-1,2,3-triazole C(C1=CC=CC=C1)N1N=NC=C1